C(C)[C@]1(C(OCC=2C(N3CC=4C(=NC=5C=CC(=CC5C4CC)OC(NCC4N(CCC4)CC4=CC=CC=C4)=O)C3=CC21)=O)=O)O ((1-Benzylpyrrolidin-2-yl)methyl)carbamic acid (S)-4,11-diethyl-4-hydroxy-3,14-dioxo-3,4,12,14-tetrahydro-1H-pyrano[3',4':6,7]indolizino[1,2-b]quinolin-9-yl ester